amino-(5R)-(3-methyl-1,2,4-oxadiazol-5-yl)-piperidine NC1N(CCCC1)C1=NC(=NO1)C